(R)-N-(7-(1-methyl-1H-pyrazol-4-yl)-5-(1-(oxetan-3-yl)ethoxy)quinazolin-4-yl)benzo[d]thiazol-6-amine CN1N=CC(=C1)C1=CC(=C2C(=NC=NC2=C1)NC1=CC2=C(N=CS2)C=C1)O[C@H](C)C1COC1